4-(2-chloroethyl-sulfonyl)butyryl chloride ClCCS(=O)(=O)CCCC(=O)Cl